C(CCCCCCCCCCCCC)(=O)N[C@@H](CC(=O)O)C(=O)O myristoylaspartic acid